C(C)N(C1CCC(CC1)N)CC 4-(diethylamino)cyclohexylamine